(2R,5S)-2-(1-(4-bromophenyl)-3-(5-chloropyridin-2-yl)-1H-pyrazole-4-yl)-5-methyl-3-(2-(2-oxo-2,3-dihydro-1H-benzo[d]imidazol-5-yl)ethyl)oxazolidin-4-one BrC1=CC=C(C=C1)N1N=C(C(=C1)[C@H]1O[C@H](C(N1CCC1=CC2=C(NC(N2)=O)C=C1)=O)C)C1=NC=C(C=C1)Cl